methyl 4-[5-(benzenesulfonyl)-1-(4-fluorophenyl)-2-tetrahydropyran-4-yl-pyrrolo[2,3-f]indol-3-yl]benzoate C1(=CC=CC=C1)S(=O)(=O)N1C=CC=2C=C3C(=CC12)C(=C(N3C3=CC=C(C=C3)F)C3CCOCC3)C3=CC=C(C(=O)OC)C=C3